C1(=CC=CC=C1)N1N=CC=C1C(=O)O 2-phenylpyrazole-3-carboxylic acid